C(C)(C)OC(=O)C1=C(C=CC=C1)C1C2C3C4C=CC(C3C(C1)C2)C4 8-(i-propoxycarbonylphenyl)-tetracyclo[4.4.0.12,5.17,10]-3-dodecene